methyl N-((S)-2-(7-(4-acetamidophenyl)-1-oxoisoindolin-2-yl)-3-acetoxypropanoyl)-O-acetyl-L-serinate C(C)(=O)NC1=CC=C(C=C1)C=1C=CC=C2CN(C(C12)=O)[C@H](C(=O)N[C@@H](COC(C)=O)C(=O)OC)COC(C)=O